FC1=CC=C(C=C1)[C@@H]1N(CCC2=CC=CC=C12)C(=O)[C@H]1C[C@H]2[C@@H](O[C@@H](CN2)C=C)CO1 ((S)-1-(4-fluorophenyl)-3,4-dihydroisoquinolin-2(1H)-yl)((3R,4aR,7R,8aS)-3-vinyloctahydropyrano[3,4-b][1,4]oxazin-7-yl)methanone